C1CN(CCN1CCN)CCNCCN N1-(2-(4-(2-aminoethyl)piperazin-1-yl)ethyl)ethane-1,2-diamine